2-(2'-hydroxy-3',5'-di-tert-butylphenyl)-5-chlorobenzoazole OC1=C(C=C(C=C1C(C)(C)C)C(C)(C)C)C=1NC2=C(C1)C=C(C=C2)Cl